2-((6-bromo-2-ethylimidazo[1,2-a]pyrazin-3-yl)(methyl)amino)-4-(4-fluorophenyl)thiazole-5-carbonitrile BrC=1N=CC=2N(C1)C(=C(N2)CC)N(C=2SC(=C(N2)C2=CC=C(C=C2)F)C#N)C